CC1(C=C(C(=O)OCC(C)C)C(=O)OCC(C)C)CC=CC=C1 diisobutyl (1-methylbenzylidene)malonate